(S)-3-(2',4'-difluorobiphenyl-4-yl)-3-(3-(4-hydroxy-1,5-dimethyl-2-oxo-1,2-dihydropyridin-3-yl)ureido)propanoic acid tert-butyl ester C(C)(C)(C)OC(C[C@H](NC(=O)NC=1C(N(C=C(C1O)C)C)=O)C1=CC=C(C=C1)C1=C(C=C(C=C1)F)F)=O